N-((S)-3-(bicyclo[1.1.1]pentan-1-yl)-1-(2-((R)-2-chloro-2-fluoroacetyl)-2-(((S)-2-oxopyrrolidin-3-yl)methyl)hydrazino)-1-oxopropan-2-yl)-5-(trifluoromethyl)isoxazole-3-carboxamide C12(CC(C1)C2)C[C@@H](C(=O)NN(C[C@H]2C(NCC2)=O)C([C@H](F)Cl)=O)NC(=O)C2=NOC(=C2)C(F)(F)F